1-(5-[(5-chlorothiophen-2-yl)methyl]amino-3-(1-methanesulfonylazepan-4-yl)-1H-pyrazol-1-yl)-2,2-dimethylpropan-1-one ClC1=CC=C(S1)CNC1=CC(=NN1C(C(C)(C)C)=O)C1CCN(CCC1)S(=O)(=O)C